2-(3,5-dichloro-4-(2-fluoro-4-hydroxy-3-isopropylbenzyl)phenoxy)-N,N-dimethylacetamide ClC=1C=C(OCC(=O)N(C)C)C=C(C1CC1=C(C(=C(C=C1)O)C(C)C)F)Cl